3-methylsebacic acid 1-(1,3-bis(palmitoyloxy) propan-2-yl) ester C(CCCCCCCCCCCCCCC)(=O)OCC(COC(CCCCCCCCCCCCCCC)=O)OC(CC(CCCCCCC(=O)O)C)=O